BrC1=COC2=C1C(CCC2(C)C)(C)C 3-bromo-4,4,7,7-tetramethyl-4,5,6,7-tetrahydrobenzofuran